Cl.O[C@@H]1C(N(C[C@H]1C)C1CCNCC1)=O (3S,4R)-3-hydroxy-4-methyl-1-(piperidin-4-yl)pyrrolidin-2-one hydrochloride